OC(CC=CCCCCCCCC(=O)O)CCCCCC 12-hydroxyoctadec-9-enoic acid